N-[2-Diethylamino-6-(2,2-dimethyl-propylamino)-pyridin-3-yl]-2-(3,5-difluoro-phenyl)-acetamide C(C)N(C1=NC(=CC=C1NC(CC1=CC(=CC(=C1)F)F)=O)NCC(C)(C)C)CC